C(C1=CC=CC=C1)OC1=C2C(=NC(=N1)N1[C@H]3CN([C@@H](C1)C3)C(=O)OC(C)(C)C)N(N=C2)C2=C(C=C(C=C2)F)F tert-butyl (1R,4R)-5-[4-benzyloxy-1-(2,4-difluorophenyl)pyrazolo[3,4-d]pyrimidin-6-yl]-2,5-diazabicyclo[2.2.1]heptane-2-carboxylate